(4-chlorophenyl)methanamine hydrochloride Cl.ClC1=CC=C(C=C1)CN